N-(tert-butyl)-3-((2-((4-(4-((2-(2,6-dioxopiperidin-3-yl)-6-fluoro-1-oxoisoindolin-5-yl)methyl)piperazin-1-yl)phenyl)amino)-5-methylpyrimidin-4-yl)amino)benzenesulfonamide C(C)(C)(C)NS(=O)(=O)C1=CC(=CC=C1)NC1=NC(=NC=C1C)NC1=CC=C(C=C1)N1CCN(CC1)CC=1C=C2CN(C(C2=CC1F)=O)C1C(NC(CC1)=O)=O